ClC=1N(C(=C(N1)C1=CC=C(C=C1)F)C1=C2C(=NC=C1)NC=C2)C2CCCCC2 4-(2-chloro-1-cyclohexyl-4-(4-fluorophenyl)-1H-imidazol-5-yl)-1H-pyrrolo[2,3-b]Pyridine